1-(cyclopropylimino)hexahydro-1λ6-thiopyran-4-carbonitrile 1-oxide C1(CC1)N=S1(CCC(CC1)C#N)=O